2,7-dibromofluoren BrC1=CC=2CC3=CC(=CC=C3C2C=C1)Br